Cl.NC1=CC(=NC(=C1C#N)C1=NC(=CN=C1)N1C[C@@H]([C@H](C1)O)O)C=1SC=CN1 4-amino-2-(6-((3S,4S)-3,4-dihydroxypyrrolidin-1-yl)pyrazin-2-yl)-6-(thiazol-2-yl)nicotinonitrile hydrochloride